[1,1':3',1''-terphenyl]-4'-ol C1(=CC=CC=C1)C1=CC(=C(C=C1)O)C1=CC=CC=C1